C(C(C)C)NC1=NOC(=N1)[C@H](C)NC(=O)C1=CC(=NN1C)C(F)(F)F (S)-N-(1-(3-(isobutylamino)-1,2,4-oxadiazol-5-yl)ethyl)-1-methyl-3-(trifluoromethyl)-1H-pyrazole-5-carboxamide